Methyl rel-(2R,4R)-4-[[3-(3,5-dichlorophenyl)-5-methoxy-4H-isoxazol-5-carbonyl]amino]tetra-hydrofuran-2-carboxylat ClC=1C=C(C=C(C1)Cl)C1=NOC(C1)(C(=O)N[C@@H]1C[C@@H](OC1)C(=O)OC)OC |o1:16,18|